(4aR,6S,7R,8R,8aR)-2,2-Dimethyl-6-(methylthio)-8-(4-(3,4,5-trifluorophenyl)-1H-1,2,3-triazol-1-yl)hexahydropyrano[3,2-d][1,3]dioxin-7-ol CC1(OC[C@@H]2[C@H](O1)[C@@H]([C@H]([C@@H](O2)SC)O)N2N=NC(=C2)C2=CC(=C(C(=C2)F)F)F)C